ClC1=NC(=CC=C1C=CC(=O)OC)Cl methyl 3-(2,6-dichloropyridin-3-yl)acrylate